(1r,3r)-3-(2-methyl-4-(((R)-1-(2-methyl-3-(trifluoromethyl)phenyl)ethyl)amino)-1,7-dioxo-1,7-dihydropyrido[3,4-d]pyridazin-6(2H)-yl)cyclobutyl acetate C(C)(=O)OC1CC(C1)N1C=C2C(=NN(C(C2=CC1=O)=O)C)N[C@H](C)C1=C(C(=CC=C1)C(F)(F)F)C